(R)-1-(7-(4-fluorobenzoyl)-8-methyl-3-(3-Methyl-1,2,4-thiadiazol-5-yl)-5,6,7,8-tetrahydroimidazo[1,5-a]pyrazin-1-yl)ethane FC1=CC=C(C(=O)N2[C@@H](C=3N(CC2)C(=NC3CC)C3=NC(=NS3)C)C)C=C1